5-chloro-N-(4-(2-propylhydrazine-1-carbonyl)benzyl)benzofuran-2-carboxamide ClC=1C=CC2=C(C=C(O2)C(=O)NCC2=CC=C(C=C2)C(=O)NNCCC)C1